C1(CC1)C1=NN(C(=C1C(F)(F)F)C(=O)NC1=CC(=NC=C1)SC)CC1C2(C13CC3)CC2 3-cyclopropyl-1-({dispiro[2.0.2.13]heptan-7-yl}methyl)-N-[2-(methylsulfanyl)pyridin-4-yl]-4-(trifluoromethyl)-1H-pyrazole-5-carboxamide